2-hydroxypropyltrimethylammonium OC(C[N+](C)(C)C)C